5-fluoro-1,2,3,4-tetrahydroisoquinoline-7-carboxylic acid methyl ester COC(=O)C1=CC(=C2CCNCC2=C1)F